ClC1=CC=C(C=C1)C1=NCC2=C(C3=C1C=CC=C3)C(=NO2)C (4S)-6-(4-chlorophenyl)-1-methyl-4H-[1,2]oxazolo[5,4-d][2]benzazepin